Cl.N[C@H]1CCC[C@H](C(NC=2C=NN(C2C=2C=CC=C1C2)C)=O)C (9R,13S)-13-amino-3,9-dimethyl-3,4,7-triazatricyclo[12.3.1.02,6]octadeca-1(18),2(6),4,14,16-pentaen-8-one, hydrochloride